4,4'-(perfluoropropane-2,2-diyl)bis(2,6-di(methoxymethyl)phenol) FC(C(C(F)(F)F)(C1=CC(=C(C(=C1)COC)O)COC)C1=CC(=C(C(=C1)COC)O)COC)(F)F